3-(4-Chlorophenyl)-N-(4-methoxy-3-(pyridin-4-yl)-1-((2-(trimethylsilyl)ethoxy)methyl)-1H-pyrazol-5-yl)propenamide ClC1=CC=C(C=C1)C=CC(=O)NC1=C(C(=NN1COCC[Si](C)(C)C)C1=CC=NC=C1)OC